C(#N)N1CC2(C(NC3=CC(=CC=C3C2)C=2C=C(C=CC2)NS(=O)(=O)C2CC2)=O)CC1 N-(3-(1-Cyano-2'-oxo-1',4'-dihydro-2'H-spiro[pyrrolidine-3,3'-quinolin]-7'-yl)phenyl)cyclopropanesulfonamide